4-(2-((2R,5R)-2-((S)-sec-butyl)-5-(2,3-dihydro-1H-inden-2-yl)-3,6-dioxopiperazin-1-yl)-2-(2-methyloxazol-4-yl)acetyl)-3-(hydroxymethyl)piperazine-1-carboxylic acid tert-butyl ester C(C)(C)(C)OC(=O)N1CC(N(CC1)C(C(C=1N=C(OC1)C)N1[C@@H](C(N[C@@H](C1=O)C1CC2=CC=CC=C2C1)=O)[C@@H](C)CC)=O)CO